(3-bromo-5-methoxyphenyl)-1-methyl-1H-1,2,4-triazole BrC=1C=C(C=C(C1)OC)C1=NN(C=N1)C